tert-butyl (2S,4R)-2-((1H-1,2,3-triazol-1-yl)methyl)-4-(3-(2-cyclopropyl-5-(trifluoromethoxy)phenyl)-1,2,4-oxadiazole-5-carboxamido)pyrrolidine-1-carboxylate N1(N=NC=C1)C[C@H]1N(C[C@@H](C1)NC(=O)C1=NC(=NO1)C1=C(C=CC(=C1)OC(F)(F)F)C1CC1)C(=O)OC(C)(C)C